1-(4-azido-2-nitrophenyl)-4-methyl-1,4-diazepane N(=[N+]=[N-])C1=CC(=C(C=C1)N1CCN(CCC1)C)[N+](=O)[O-]